1λ^6,2-thiazinane-1,1-dione S1(NCCCC1)(=O)=O